(S)-10-((5-chloro-2-((3R,5R)-3-fluoro-5-hydroxypiperidin-1-yl)pyrimidin-4-yl)amino)-2-cyclopropyl-3,3-difluoro-7-methyl-1,2,3,4-tetrahydro-[1,4]oxazepino[2,3-c]quinolin-6(7H)-one ClC=1C(=NC(=NC1)N1C[C@@H](C[C@H](C1)O)F)NC1=CC=2C3=C(C(N(C2C=C1)C)=O)OCC([C@@H](N3)C3CC3)(F)F